4-(3-{2,6-Dichloro-4-[(3,3-dichloroprop-2-en-1-yl)oxy]phenoxy}propoxy)-2-methoxy-6-(trifluoromethyl)pyrimidin ClC1=C(OCCCOC2=NC(=NC(=C2)C(F)(F)F)OC)C(=CC(=C1)OCC=C(Cl)Cl)Cl